CN(C)\C=C\1/C[C@H](N(C1=O)C(=O)OC(C)(C)C)C(=O)OC 1-tert-butyl 2-methyl (S,E)-4-((dimethylamino)methylene)-5-oxopyrrolidine-1,2-dicarboxylate